(1-ethylpyrrolidin-2-yl)ethan-1-ol C(C)N1C(CCC1)C(C)O